C(C)(C)(C)OC(=O)NC1CC(C1)OC1=C(C(=O)OC)C=C(C=C1)F methyl 2-((1s,3s)-3-((t-butoxycarbonyl) amino) cyclobutoxy)-5-fluorobenzoate